O[C@H](C)C=1C=C(C=2N(C1)C(=CN2)C(C)C)NC2CCN(CC2)C[C@@H]2CN(CCO2)C(C=C)=O |&1:1| Rac-1-[(2R)-2-[[4-[[6-(1-hydroxyethyl)-3-isopropyl-imidazo[1,2-a]pyridin-8-yl]amino]-1-piperidyl]methyl]morpholin-4-yl]prop-2-en-1-one